3-[(Pyridazin-4-Yl)Acetyl]Benzonitrile N1=NC=C(C=C1)CC(=O)C=1C=C(C#N)C=CC1